(E)-4-Bromo-N,N-dimethylbut-2-enamide BrC/C=C/C(=O)N(C)C